CON(C(=O)[C@@H]1N(CCOC1)C(=O)OC(C)(C)C)C tert-Butyl (3R)-3-[methoxy(methyl)carbamoyl]morpholine-4-carboxylate